Cl.NC(C(=O)OC(C)C)(C)C Isopropyl α-aminoisobutyrate hydrochloride